C(#N)C=1C(=NC=2CN(CCC2C1C1=C(C=CC=C1)F)/C(/SC)=N/C)N1CC2(CN(C2)C(=O)OC(C)(C)C)CC1 tert-butyl (Z)-6-(3-cyano-4-(2-fluorophenyl)-7-((methylimino) (methylthio) methyl)-5,6,7,8-tetrahydro-1,7-naphthyridin-2-yl)-2,6-diazaspiro[3.4]octane-2-carboxylate